2-methyl-N-[(1R,3S)-3-{[6-methyl-2-(trifluoromethyl)quinolin-4-yl]amino}cyclohexyl]benzamide CC1=C(C(=O)N[C@H]2C[C@H](CCC2)NC2=CC(=NC3=CC=C(C=C23)C)C(F)(F)F)C=CC=C1